FC1=C(N)C=C(C(=C1)OCC1=CC=C(C=C1)F)F 2,5-difluoro-4-((4-fluorobenzyl)oxy)aniline